FC1(CC(C1)N1N=C2C=C(C(=CC2=C1)C=1C=C(C=CC1F)C=1C2=C(N=NC1)N(C=N2)CC)OC)F 4-(3-(2-(3,3-difluorocyclobutyl)-6-methoxy-2H-indazol-5-yl)-4-fluorophenyl)-7-ethyl-7H-Imidazo[4,5-c]pyridazine